COC1=CC=CC(=N1)C(C)C1N2CCC(C1)CC2 2-(1-(6-methoxypyridin-2-yl)ethyl)quinuclidine